CC1([C@H]([C@H]1C(=O)O)C(=O)O)C cis-caronic acid